ClC=1C2=C(C(=NC1)C1=CC=C(C(=O)N[C@@H]3CC[C@H](CC3)C(C)(C)O)C=C1)C=NN2 4-(7-Chloro-1H-pyrazolo[4,3-c]pyridin-4-yl)-N-[trans-4-(2-hydroxypropan-2-yl)cyclohexyl]benzamide